5,5-diphenyl-N-(thiophene-2-ylsulfonyl)-4,5-dihydro-isoxazole-3-carboxamide C1(=CC=CC=C1)C1(CC(=NO1)C(=O)NS(=O)(=O)C=1SC=CC1)C1=CC=CC=C1